CN1C([C@H](N=C(C2=C1C=CC=C2)C2=CC=CC=C2)NC([C@@H]([C@@H](C(=O)N)CC(F)(F)F)CCC(F)(F)F)=O)=O (2R,3S)-N-((3S)-1-methyl-2-oxo-5-phenyl-2,3-dihydro-1H-1,4-benzodiazepin-3-yl)-3-(2,2,2-trifluoroethyl)-2-(3,3,3-trifluoropropyl)succinamide